copper acetyl methanesulfonate CS(=O)(=O)OC(C)=O.[Cu]